2-[(2R,3S)-2-amino-3-fluorobutyl]-5-chloro-3-methyl-N-[(1,3-thiazol-2-yl)methyl]thieno[3,2-b]pyridin-7-amine N[C@H](CC1=C(C2=NC(=CC(=C2S1)NCC=1SC=CN1)Cl)C)[C@H](C)F